CN(CCC1=CC=NC=C1)C 4-(2-dimethylaminoethyl)pyridine